N1C(=NC=C1)NC1CCNCC1 4-(1H-imidazol-2-ylamino)piperidine